Trithiole S1SSC=C1